FC1=C(C(=CC=C1)F)C1CNC1 3-(2,6-difluorophenyl)azetidine